COC=1N(C(C=2NC(N(C2N1)C)=O)=O)C 2-methoxy-1,9-dimethyl-7H-purine-6,8-dione